COC(CCC(=O)C=1SC=C(C1)C1=CN(C2=CC=CC(=C12)F)C(=O)OC(C)(C)C)=O 4-(4-(4-fluoro-1-Boc-1H-indol-3-yl)thiophen-2-yl)-4-oxobutanoic acid methyl ester